NCCC(=O)O (β-alanine)